C(C)(C)(C)OC(=O)N1CCC2(CC(C2)N2CCC=3C=C(C=NC3C2)C(=O)OCC)CC1 ethyl 7-(7-(tert-butoxycarbonyl)-7-azaspiro[3.5]nonan-2-yl)-5,6,7,8-tetrahydro-1,7-naphthyridine-3-carboxylate